N1=C(C=CC=C1)N1N=NC=C1 3-(2-pyridinyl)triazole